F[C@@H]1[C@@H](C1)C(=O)NC1=CC=C2C(=N1)N(C=C2C=2C(=CC1=C(C=NS1)C2)OC)COCC[Si](C)(C)C (1S,2S)-2-fluoro-N-[3-(6-methoxy-1,2-benzothiazol-5-yl)-1-[[2-(trimethylsilyl)ethoxy]methyl]pyrrolo[2,3-b]pyridin-6-yl]cyclopropane-1-carboxamide